2-Ethylsulfanyl-N-[(3-fluorophenyl)-methyl]-4-methyl-6-[methyl-(2-oxo-propyl)-amino]-pyridine-3-carboxylic acid amide C(C)SC1=NC(=CC(=C1C(=O)NCC1=CC(=CC=C1)F)C)N(CC(C)=O)C